(S)-N-((R)-1-(4-(N-acetoxycarbamimidoyl)thiophen-2-yl)ethyl)-7-((4-(3,5-dimethylpyridin-2-yl)benzoyl)glycyl)-1,4-dioxa-7-azaspiro[4.4]nonane-8-carboxamide C(C)(=O)ONC(=N)C=1C=C(SC1)[C@@H](C)NC(=O)[C@H]1N(CC2(OCCO2)C1)C(CNC(C1=CC=C(C=C1)C1=NC=C(C=C1C)C)=O)=O